OC1=C(C=CC(=C1)O)C(\C=C\C1=CC=C(C=C1)O[C@@H]1O[C@H]([C@@H]([C@@H]([C@@H]1O)O)O)CO)=O (E)-1-(2,4-Dihydroxyphenyl)-3-[4-[(2S,3S,4S,5R,6S)-3,4,5-trihydroxy-6-(hydroxymethyl)oxan-2-yl]oxyphenyl]prop-2-en-1-one